(R)-4-aminopentanoic acid methyl ester COC(CC[C@@H](C)N)=O